Dimethyl 4-hydroxydispiro[chroman-2,1'-cyclohexane-4',2''-[1,3]dithiane]-6,7-dicarboxylate OC1CC2(CCC3(SCCCS3)CC2)OC2=CC(=C(C=C12)C(=O)OC)C(=O)OC